tri(3,5-xylyl)phosphine tert-butyl-4-[2-(3,4-dichlorophenyl)-2-oxo-ethyl]piperazine-1-carboxylate C(C)(C)(C)OC(=O)N1CCN(CC1)CC(=O)C1=CC(=C(C=C1)Cl)Cl.C1(=CC(=CC(=C1)C)C)P(C1=CC(=CC(=C1)C)C)C1=CC(=CC(=C1)C)C